ethyl 3,3-dicyclopropyl-2-[5-(2-methoxyphenyl)-1H-imidazol-2-yl]propanoate C1(CC1)C(C(C(=O)OCC)C=1NC(=CN1)C1=C(C=CC=C1)OC)C1CC1